(E)-N,N-diethyl-5-(5-(ethylamino)-4-fluoro-2-((4-nitrophenyl)diazenyl)phenoxy)naphthalene-2-amine C(C)N(C1=CC2=CC=CC(=C2C=C1)OC1=C(C=C(C(=C1)NCC)F)\N=N\C1=CC=C(C=C1)[N+](=O)[O-])CC